5-(1,3-Benzothiazole-6-sulfonyl)-N-(1,3-oxazol-2-ylmethyl)-1H,2H,3H,4H,5H,6H-pyrrolo[3,4-c]pyrrole-2-carboxamide S1C=NC2=C1C=C(C=C2)S(=O)(=O)N2CC1=C(C2)CN(C1)C(=O)NCC=1OC=CN1